5-hydroxy-4-methylisobenzofuranone OC=1C(=C2COC(C2=CC1)=O)C